C(CC(=O)[O-])(=O)OC(C)(C)C Mono-tert-Butyl Malonate